C(C)SC1=NC(=CC(=C1C(=O)NCC1=CC(=CC=C1)F)C)N(C)C1CCC(CC1)OC 2-Ethylsulfanyl-N-[(3-fluorophenyl)-methyl]-6-[(4-methoxy-cyclohexyl)-methyl-amino]-4-methyl-pyridine-3-carboxylic acid amide